C(C)(C)(C)N(C(O)=O)CCN.C(N)(O)=O Carbamate (tert-butyl N-(2-aminoethyl)carbamate)